[(6Z,16Z)-12-[(Z)-dec-4-enyl]docosa-6,16-dien-11-yl]5-(dimethylamino)pentanoate C(CC\C=C/CCCCC)C(C(CCC\C=C/CCCCC)OC(CCCCN(C)C)=O)CCC\C=C/CCCCC